BrC=1C(=C(N2C1C(NCC2)=O)Cl)C2=CC=NC=C2 8-bromo-6-chloro-7-(pyridin-4-yl)-3,4-dihydropyrrolo[1,2-a]pyrazin-1(2H)-one